C1(CC1)C=1C(=C2C3(C(N(C(C2=CC1)=O)CC(=O)OC)=O)CC3)F methyl 2-(6'-cyclopropyl-5'-fluoro-1',3'-dioxo-1'H-spiro[cyclopropane-1,4'-isoquinolin]-2'(3'H)-yl)acetate